t-butyl (R)-7-ethyl-2-methyl-2,7,8,10-tetrahydro-9H-[1,4]oxazepino[7,6-g]indazole-9-carboxylate C(C)[C@H]1OC=2C=CC3=CN(N=C3C2CN(C1)C(=O)OC(C)(C)C)C